[Si](C)(C)(C(C)(C)C)OC1=CC(=C(N)C=C1)C 4-[tert-butyl(dimethyl)silyl]oxy-2-methyl-aniline